S-[methyl-hydroxypropyl-cyanomethyl]-dodecanoxy-benzodithioate CC([SH-]C(C1=C(C=CC=C1)OCCCCCCCCCCCC)=S)(C#N)CCCO